ClC1=CC=C(CN2NC(=CN(C2)CC2=CC=C(C=C2)Cl)C2OCCC2)C=C1 2,N4-bis(4-chlorobenzyl)-6-(2-tetrahydrofuranyl)-1,2,4-triazine